C(C)N1C=NC2=C1N=NC=C2C2=CC(=C(C=C2)F)C2=CC=C1C=NN(C1=C2OC)C 7-Ethyl-4-(4-fluoro-3-(7-methoxy-1-methyl-1H-indazol-6-yl)phenyl)-7H-imidazo[4,5-c]pyridazine